2-((2,4-difluoro-phenyl)amino)-4-(trifluoromethyl)benzoic acid FC1=C(C=CC(=C1)F)NC1=C(C(=O)O)C=CC(=C1)C(F)(F)F